N1C=CC=2C1=NC=C(C2)OC2=C(C(=O)O)C=CC(=C2)N2C(CC1(CC(C1)N1[C@@H](CCC1)C1=C(C=CC=C1)C(C)C)CC2([2H])[2H])([2H])[2H] (S)-2-((1H-pyrrolo[2,3-b]pyridin-5-yl)oxy)-4-(2-(2-(2-isopropylphenyl)pyrrolidin-1-yl)-7-azaspiro[3.5]nonan-7-yl-6,6,8,8-d4)benzoic acid